FC1(CNC1)COC(=O)N1CCN(CC1)C(=O)C=1NC2=CC=C(C(=C2C1Cl)Cl)F (3-fluoroazetidin-3-yl)methyl-4-(3,4-dichloro-5-fluoro-1H-indole-2-carbonyl)piperazine-1-carboxylate